3-(5,7-difluoro-4-oxo-1,4-dihydroquinolin-2-yl)-4-(isobutylsulfonyl)benzonitrile FC1=C2C(C=C(NC2=CC(=C1)F)C=1C=C(C#N)C=CC1S(=O)(=O)CC(C)C)=O